calcium 4-[(5-chloro-4-methyl-2-sulfonatophenyl)diazenyl]-3-hydroxy-2-naphthoate ClC=1C(=CC(=C(C1)N=NC1=C(C(=CC2=CC=CC=C12)C(=O)[O-])O)S(=O)(=O)[O-])C.[Ca+2]